NC(=CC(C)=O)C 4-Amino-3-penten-2-one